2,6-diacetoxyethyl-p-cresol C(C)(=O)OCCC1=CC(=CC(=C1O)OC(C)=O)C